4-(5,6,7,8-tetrahydro-1,8-naphthyridin-2-yl)butan-1-ol hydrochloride Cl.N1=C(C=CC=2CCCNC12)CCCCO